ethyl (rac)-3-(3-{[tert-butyl (dimethyl) silyl] oxy} propyl)-6-chloro-7-{3-[1-hydroxy-3-(morpholin-4-yl) propyl]-1,5-dimethyl-1H-pyrazol-4-yl}-1H-indole-2-carboxylate [Si](C)(C)(C(C)(C)C)OCCCC1=C(NC2=C(C(=CC=C12)Cl)C=1C(=NN(C1C)C)[C@@H](CCN1CCOCC1)O)C(=O)OCC |r|